N-((1r,4r)-4-((3-(benzo[d]oxazol-6-yl)-2-oxo-2,3-dihydro-1H-benzo[d]imidazol-1-yl)methyl)cyclohexyl)-5-chloro-2-methylnicotinamide O1C=NC2=C1C=C(C=C2)N2C(N(C1=C2C=CC=C1)CC1CCC(CC1)NC(C1=C(N=CC(=C1)Cl)C)=O)=O